1-(3-pyridinyl)butanol Tert-butyl-N-[[2-fluoro-4-[6-(4-formylphenyl)pyrrolo[2,1-f][1,2,4]triazin-4-yl]phenyl]methyl]carbamate C(C)(C)(C)N(C(=O)OC(CCC)C=1C=NC=CC1)CC1=C(C=C(C=C1)C1=NC=NN2C1=CC(=C2)C2=CC=C(C=C2)C=O)F